(R)-1-((10-Hydroxy-7-(4,4,4-trifluoro-2-(2,2,2-trifluoroethyl)butanoyl)-7-azaspiro[4.5]decan-10-yl)methyl)-4-phenyl-5-(piperazin-1-carbonyl)pyridin-2(1H)-on O[C@@]1(CCN(CC12CCCC2)C(C(CC(F)(F)F)CC(F)(F)F)=O)CN2C(C=C(C(=C2)C(=O)N2CCNCC2)C2=CC=CC=C2)=O